ClC=1C=C2CCN(CC2=C(C1)[C@H]1N(CCOC1)C(=O)O)C(=O)C=1C=NN(C1)C(C)C (R)-3-(6-chloro-2-(1-isopropyl-1H-pyrazole-4-carbonyl)-1,2,3,4-tetrahydroisoquinolin-8-yl)morpholine-4-carboxylic acid